C(C=C)(=O)NC1=C(C=CC=C1)NC1=NC(=NC=C1C(=O)NC1=C(C=C(C=C1C)C)Cl)NC1=CC=C(C=C1)N1CCN(CC1)C 4-((2-acrylamidophenyl)amino)-N-(2-chloro-4,6-dimethylphenyl)-2-((4-(4-methylpiperazin-1-yl)phenyl)amino)pyrimidine-5-carboxamide